C1N(C[C@@H]2[C@H]1CCC2)C2=NC(=C1N=C(N(C1=N2)C2=CC=C(C=C2)Cl)C2=C(C=CC=C2)Cl)N2CCC(CC2)C(F)(F)F 2-[(3aS,6aR)-3,3a,4,5,6,6a-hexahydro-1H-cyclopenta[c]pyrrol-2-yl]-8-(2-chlorophenyl)-9-(4-chlorophenyl)-6-[4-(trifluoromethyl)-1-piperidyl]purine